Cl.N1CC(CC1)CC(=O)N 2-(pyrrolidin-3-yl)acetamide Hydrochloride